phenylpropenenitrile C1(=CC=CC=C1)C(C#N)=C